4-(5-ethoxy-1-((4-fluoropiperidin-4-yl)methyl)-4-(1-methyl-1H-indazol-5-yl)-1H-pyrazol-3-yl)-2-fluorobenzonitrile C(C)OC1=C(C(=NN1CC1(CCNCC1)F)C1=CC(=C(C#N)C=C1)F)C=1C=C2C=NN(C2=CC1)C